N-benzyl-N-(3-((4-((R)-(3-fluorophenyl)-(hydroxy)methyl)-7-azabicyclo[2.2.1]heptan-1-yl)methyl)phenyl)methanesulfonamide C(C1=CC=CC=C1)N(S(=O)(=O)C)C1=CC(=CC=C1)CC12CCC(CC1)(N2)[C@H](O)C2=CC(=CC=C2)F